C(C)(C)N(C1=CC=C(C=C1)C(CC(=O)[O-])C(=O)[O-])C(C)C N,N-diisopropylaniline-4-succinate